ClC=1C=C(C(=NC1)N)OC(F)F 5-chloro-3-(difluoromethoxy)pyridin-2-amine